3-((3-(N-Bocamino)propyl)amino)aniline C(=O)(OC(C)(C)C)NCCCNC=1C=C(N)C=CC1